N-(4-(2-amino-3-(4-phenoxyphenyl)pyridin-4-yloxy)-3-fluorophenyl)-1-isopropyl-2,4-dioxo-1,2,3,4-tetrahydropyrimidine-5-carboxamide NC1=NC=CC(=C1C1=CC=C(C=C1)OC1=CC=CC=C1)OC1=C(C=C(C=C1)NC(=O)C=1C(NC(N(C1)C(C)C)=O)=O)F